N1(CCCC1)B(Cl)N1CCCC1 di(tetrahydropyrrolyl)chloroborane